ortho-dipentylphosphino-benzoic acid C(CCCC)P(C1=C(C(=O)O)C=CC=C1)CCCCC